4-(dioctylamino)butyl [(Z)-non-2-enyl] hydrogen phosphate P(=O)(OCCCCN(CCCCCCCC)CCCCCCCC)(OC\C=C/CCCCCC)O